C1(=CC(=CC=C1O)C)COC1=CC=C(C=O)C=C1 p-cresolanisaldehyde